cerium-lanthanum-oxide [O-2].[La+3].[Ce+3].[O-2].[O-2]